COC1=C(C=CC=C1)CCNS(=O)(=O)C1=CC=C(C=C1)C N-(2-methoxyphenylethyl)-4-methylbenzenesulfonamide